1-(2-((7-(((1,1,1,3,3,3-Hexafluoropropan-2-yl)oxy)carbonyl)-2,7-diazaspiro[3.5]nonan-2-yl)methyl)-5-(trifluoromethyl)phenyl)pyrrolidine-3-carboxylic acid FC(C(C(F)(F)F)OC(=O)N1CCC2(CN(C2)CC2=C(C=C(C=C2)C(F)(F)F)N2CC(CC2)C(=O)O)CC1)(F)F